1,2-Dibehenyl-sn-glycero-3-phosphorylcholine C(CCCCCCCCCCCCCCCCCCCCC)OC[C@@H](OCCCCCCCCCCCCCCCCCCCCCC)COP(=O)(O)OCC[N+](C)(C)C